C(C)NC1=NC(=CC=C1[N+](=O)[O-])OC N-ethyl-6-methoxy-3-nitropyridin-2-amine